C(C)(C)(C)C1=CC=C(C=C1)C1=C2C=CCC2=CC=2CCCC12 4-(4-tert-butylphenyl)-1,5,6,7-tetrahydro-s-indacene